2-chloro-N-[(1R,3S)-3-[[6-chloro-2-(trifluoromethyl)-4-quinolyl]amino]cyclohexyl]-3-methyl-imidazole-4-carboxamide ClC1=NC=C(N1C)C(=O)N[C@H]1C[C@H](CCC1)NC1=CC(=NC2=CC=C(C=C12)Cl)C(F)(F)F